C[Si](CCOCN1/C(/SC2=C1C=CC=C2)=N/C2=CC1=C(N=N2)N(CCC1)C=1SC=C(N1)C(=O)[O-])(C)C [(2Z)-3-{[(2Z)-3-{[2-(trimethylsilyl)ethoxy]methyl}-2,3-dihydro-1,3-benzothiazol-2-ylidene]amino}-5H,6H,7H,8H-pyrido[2,3-c]pyridazin-8-yl]-1,3-thiazole-4-carboxylate